ClC1=C(C(=C(C=C1OC)OC)Cl)C1=NC(=C2C=C(N=CC2=C1)NC1=C(C=CC=C1C)NC(C=C)=O)NCCS(=O)(=O)CC N-(2-((7-(2,6-dichloro-3,5-dimethoxyphenyl)-5-((2-(ethylsulfonyl)ethyl)amino)-2,6-naphthyridin-3-yl)amino)-3-methylphenyl)acrylamide